3,4-dihydro-3-methyl-4-oxoimidazo[5,1-d]-1,2,3,5-tetrazine-8-carboxamide CN1N=NC=2N(C1=O)C=NC2C(=O)N